(6S)-5-[3'-fluoro-2-(trifluoromethyl)[1,1'-biphenyl]-4-yl]-6-methyl-3,6-dihydro-2H-1,3,4-oxadiazin-2-one FC=1C=C(C=CC1)C1=C(C=C(C=C1)C1=NNC(O[C@H]1C)=O)C(F)(F)F